OC1(COC1)C=1C=C(C=CC1)C(=O)N1CCC(CC1)C1=CC=C(C=C1)C(F)(F)F (3-(3-hydroxyoxetan-3-yl)phenyl)(4-(4-(trifluoromethyl)phenyl)piperidin-1-yl)methanone